3-(N-Boc-amino)benzoic acid C(=O)(OC(C)(C)C)NC=1C=C(C(=O)O)C=CC1